N1=C(C=CC=C1)N1C=CC2=CC=CC=C12 1-(pyridine-2-yl)indole